C(CC)S(=O)(=O)NC12CC(C1)(C2)NC(OC(C)(C)C)=O Tert-butyl (3-(propylsulfonamido)bicyclo[1.1.1]pentan-1-yl)carbamate